ClC1=NC=C(C(=C1)Cl)S(=O)C 2,4-Dichloro-5-(methylsulfinyl)pyridine